4,6-dimethyloctadecylbenzyloxymethyl ether CC(CCCC(OCC1=CC=CC=C1)OC(CCCC(CC(CCCCCCCCCCCC)C)C)OCC1=CC=CC=C1)CC(CCCCCCCCCCCC)C